methyl-[[1-[3-[1,3-benzodioxol-5-yl(methyl)carbamoyl]phenyl]-3-(trifluoromethyl)-6,7-dihydro-4H-pyrazolo[4,3-c]pyridin-5-yl]methyl]benzoate CC=1C(=C(C(=O)[O-])C=CC1)CN1CC2=C(CC1)N(N=C2C(F)(F)F)C2=CC(=CC=C2)C(N(C)C2=CC1=C(OCO1)C=C2)=O